ClC1=C(C=C(C=C1)C1=CN(C2=C1C(N(C=C2)CC(=O)N2CC(CC2)F)=O)COCC[Si](C)(C)C)F 3-(4-chloro-3-fluorophenyl)-5-(2-(3-fluoropyrrolidin-1-yl)-2-oxoethyl)-1-((2-(trimethylsilyl)ethoxy)methyl)-1H-pyrrolo[3,2-c]pyridin-4(5H)-one